N-(3-(dimethylamino)propyl)-5-(8-hydroxyquinolin-6-yl)-1H-imidazole-2-carboxamide CN(CCCNC(=O)C=1NC(=CN1)C=1C=C2C=CC=NC2=C(C1)O)C